(R)-2-(3-(5-(trifluoromethyl)pyridin-2-yloxy)pyrrolidin-1-yl)benzoyl chloride FC(C=1C=CC(=NC1)O[C@H]1CN(CC1)C1=C(C(=O)Cl)C=CC=C1)(F)F